5-(2,4-dioxo-1,5,6,7,8,9-hexahydro-2H-cyclohepta[4,5]thieno[2,3-d]pyrimidin-3(4H)-yl)-1H-indole-2-carboxylic acid O=C1N(C(C2=C(N1)SC1=C2CCCCC1)=O)C=1C=C2C=C(NC2=CC1)C(=O)O